C(CCC\C=C/CC)OC(CCC(=O)OCCCCCCCN(CCCCCCCOC(CCC(OCCCC\C=C/CC)OCCCC\C=C/CC)=O)CC(CO)O)OCCCC\C=C/CC ((2,3-dihydroxypropyl)azanediyl)bis(heptane-7,1-diyl) bis(4,4-bis(((Z)-oct-5-en-1-yl)oxy)butanoate)